COC1=CC(=NC=C1)C=1N=C(C2=C(N1)SC=C2)N(CC(=O)NC=2C=NC(=CC2)OC)C 2-{[2-(4-methoxypyridin-2-yl)thieno[2,3-d]pyrimidin-4-yl](methyl)amino}-N-(6-methoxypyridin-3-yl)acetamide